4-((1r,3s,5s)-3-ethoxy-8-((5-methoxy-7-methyl-1H-indol-4-yl)methyl)-8-azabicyclo[3.2.1]oct-1-yl)benzoic acid C(C)O[C@@H]1C[C@]2(CC[C@@H](C1)N2CC2=C1C=CNC1=C(C=C2OC)C)C2=CC=C(C(=O)O)C=C2